1,2,3-propanetriyl triacrylate C(C=C)(=O)OCC(COC(C=C)=O)OC(C=C)=O